O1CC=CC2=CC(=CC=C12)O chromen-6-ol